C1C[C@H](CNC1)C(=O)O (R)-(-)-piperidine-3-carboxylic acid